S(CC)CC thiobisethane